N-Cyclopentyl-2-(4-(trifluoromethyl)phenyl)oxazole-4-carboxamide C1(CCCC1)NC(=O)C=1N=C(OC1)C1=CC=C(C=C1)C(F)(F)F